(2E)-3-(4-bromophenyl)-1-{4-[(4-methoxyphenyl)carbonyl]piperazinyl}prop-2-en-1-one BrC1=CC=C(C=C1)/C=C/C(=O)N1CCN(CC1)C(=O)C1=CC=C(C=C1)OC